[O-2].[Ti+4].[Cu+2].[O-2].[O-2] copper compound with titanium oxide